CSC=1C(=NNC1)C(=O)OCC ethyl 4-(methylthio)-1H-pyrazole-3-carboxylate